C1(CC1)N1CCC(CC1)N1C2CC(CC1CC2)C=2C=CC=1N(C2)N=C(N1)C1=CC(=C(C=C1)OC)OC 6-(8-(1-cyclopropylpiperidin-4-yl)-8-azabicyclo[3.2.1]oct-3-yl)-2-(3,4-dimethoxyphenyl)-[1,2,4]triazolo[1,5-a]pyridine